5-(6-chloro-1-[[2-(trimethylsilyl)ethoxy]methyl]pyrrolo[2,3-b]pyridin-3-yl)-6-methoxy-1,3-benzoxazole ClC1=CC=C2C(=N1)N(C=C2C=2C(=CC1=C(N=CO1)C2)OC)COCC[Si](C)(C)C